vanadium-iron-manganese [Mn].[Fe].[V]